(7,7-dimethyl-4,5,6,7-tetrahydrobenzo[d]thiazol-2-yl)methyl ((2-(2,6-dioxopiperidin-3-yl)-4-fluoro-3-oxoisoindolin-5-yl)methyl)carbamate hydrochloride Cl.O=C1NC(CCC1N1CC2=CC=C(C(=C2C1=O)F)CNC(OCC=1SC2=C(N1)CCCC2(C)C)=O)=O